C(C)(C)(C)C1C=2C=C(C(N(C2C2=C(C1)N1C(=N2)C(=CC(=C1)OC)OC)CC1=C(C=C(C=C1)OC)OC)=O)C(=O)O 5-(tert-butyl)-1-(2,4-dimethoxybenzyl)-9,11-dimethoxy-2-oxo-1,2,5,6-tetrahydropyrido[2',1':2,3]imidazo[4,5-h]quinoline-3-carboxylic acid